N-[(1R,3S)-3-{[6-chloro-2-(trifluoromethyl)quinolin-4-yl]amino}cyclohexyl]-5-cyclopropyl-1-(2,2,2-trifluoroethyl)-1H-pyrazole-4-carboxamide ClC=1C=C2C(=CC(=NC2=CC1)C(F)(F)F)N[C@@H]1C[C@@H](CCC1)NC(=O)C=1C=NN(C1C1CC1)CC(F)(F)F